3,5-bis(ethoxycarbonyl)phenylboronic acid C(C)OC(=O)C=1C=C(C=C(C1)C(=O)OCC)B(O)O